(4aR,8aS)-6-[3-[[2-chloro-4-(trifluoromethyl)phenoxy]methyl]azetidine-1-carbonyl]-4,4a,5,7,8,8a-hexahydropyrido[4,3-b][1,4]oxazin-3-one ClC1=C(OCC2CN(C2)C(=O)N2C[C@@H]3[C@@H](OCC(N3)=O)CC2)C=CC(=C1)C(F)(F)F